methyl (S)-2-((7-chloro-2-(2-fluoro-4-((R)-3-hydroxypyrrolidine-1-carbonyl)phenyl)imidazo[1,2-a]pyridin-3-yl)methyl)morpholine-4-carboxylate ClC1=CC=2N(C=C1)C(=C(N2)C2=C(C=C(C=C2)C(=O)N2C[C@@H](CC2)O)F)C[C@H]2CN(CCO2)C(=O)OC